1,3,6,8-tetrakis(bromoethynyl)pyrene BrC#CC1=CC(=C2C=CC3=C(C=C(C4=CC=C1C2=C34)C#CBr)C#CBr)C#CBr